ClC=1C(=CC(=C(C(=O)/C(/C(=O)OCC)=C/OCC)C1)F)N1[C@H](CCC1)COC1=NC=CC=C1Cl ethyl (2Z)-2-[(Z)-5-chloro-4-[(2R)-2-{[(3-chloropyridin-2-yl) oxy] methyl}pyrrolidin-1-yl]-2-fluorobenzoyl]-3-ethoxyprop-2-enoate